α-fluorophenylacetic acid FC(C(=O)O)C1=CC=CC=C1